4-((2,6-difluoro-4-(1H-pyrazol-5-yl)benzyl)oxy)phenyl sulfurofluoridate S(OC1=CC=C(C=C1)OCC1=C(C=C(C=C1F)C1=CC=NN1)F)(=O)(=O)F